C1(=CC=CC=C1)[C@H]1CCC2=NC3=C(N21)C=C(C=C3)C=3C=CC(=NC3)CO |o1:6| [5-[(1R or S)-1-phenyl-2,3-dihydro-1H-pyrrolo[1,2-a]benzimidazol-7-yl]-2-pyridyl]methanol